C(#N)C1=CC=C(C=N1)CN1C[C@@H]2[C@H](C1)CN(C2)C=2N=CC(=NC2)C=2C=1N(C=C(C2)OCC(C)(C)O)N=CC1C#N 4-(5-((3aR,6aS)-5-((6-cyanopyridin-3-yl)methyl)hexahydropyrrolo[3,4-c]pyrrol-2(1H)-yl)pyrazin-2-yl)-6-(2-hydroxy-2-methylpropoxy)pyrazolo[1,5-a]pyridine-3-carbonitrile